FC1=C(C(=CC=C1NS(=O)(=O)C1=C(C=CC(=C1)C(F)(F)F)F)F)C=1C=C2C=NC(=NC2=CC1)NC(C(C)(C)C)=O N-(6-(2,6-difluoro-3-(2-fluoro-5-(trifluoromethyl)phenylsulfonamido)phenyl)quinazolin-2-yl)pivalamide